CC1=CC=CC(=N1)C=1N=C2N(CCN2)C1C1=CC2=C(N=NS2)C=C1 6-(6-(6-Methylpyridin-2-yl)-2,3-dihydro-1H-imidazo[1,2-a]imidazol-5-yl)benzo[d][1,2,3]thiadiazole